ClC=1C(=NC(=NC1)NC1CN(CC1)CC1CCNCC1)NC1=CC=CC=C1 2-((5-Chloro-2-((1-(piperidin-4-ylmethyl)pyrrolidin-3-yl)amino)pyrimidin-4-yl)amino)benzene